3,5-di(3,5-di-tert-butylphenyl)phenol C(C)(C)(C)C=1C=C(C=C(C1)C(C)(C)C)C=1C=C(C=C(C1)C1=CC(=CC(=C1)C(C)(C)C)C(C)(C)C)O